C(C)(C)(C)OC(=O)N1C[C@@H](CCC1)C(NC1=NN(C2=CC=C(C=C12)C1=C(C=CC(=C1)C#N)C)C(C1=CC=CC=C1)(C1=CC=CC=C1)C1=CC=CC=C1)=O (3R)-3-{[5-(5-cyano-2-methylphenyl)-1-trityl-1H-indazol-3-yl]carbamoyl}piperidine-1-carboxylic acid tert-butyl ester